1-Ethyl 2-(6-bromo-2-pyridyl)acetate BrC1=CC=CC(=N1)CC(=O)OCC